N-(6-amino-5-methylpyridin-3-yl)-2-(2-(2-(2-(dimethylamino)ethyl)benzo[d]thiazol-5-yl)-5-methylpiperidin-1-yl)-2-oxoacetamide NC1=C(C=C(C=N1)NC(C(=O)N1C(CCC(C1)C)C=1C=CC2=C(N=C(S2)CCN(C)C)C1)=O)C